O=C1N(C2C=C(CN1C2)N2N=CC=N2)OS(=O)(=O)[O-] [7-oxo-3-(triazol-2-yl)-1,6-diazabicyclo[3.2.1]oct-3-en-6-yl]-sulfat